NC1=NC(=CC(=N1)C1=CC(N(C=C1)CC1=CC=CC=C1)=O)C1=CC(=CC=C1)F 4-(2-amino-6-(3-fluorophenyl)pyrimidin-4-yl)-1-benzyl-pyridin-2(1H)-one